(E)-3-(3-(4-fluorophenyl)-1-isopropyl-4-methyl-1H-indol-2-yl)acrylaldehyde FC1=CC=C(C=C1)C1=C(N(C2=CC=CC(=C12)C)C(C)C)/C=C/C=O